C1(CC1)C=1N=NN(C1)C(C=O)C(C)C 2-(4-cyclopropyl-1H-1,2,3-triazol-1-yl)-3-methylbutan-1-one